1-pentyl-3-methylimidazol C(CCCC)N1CN(C=C1)C